carbazole-4-carboxamide C1=CC=C(C=2C3=CC=CC=C3NC12)C(=O)N